3-(4-bromo-2-fluoro-3-methylphenyl)-1H-1,2,4-triazole BrC1=C(C(=C(C=C1)C1=NNC=N1)F)C